ClC1=CC(=C(C=C1)[N+](=O)[O-])C=C 4-chloro-1-nitro-2-vinylbenzene